FC1=CC(=C(C(=C1)C(C)C)NC(=O)N=S(=O)(N)C=1C=NC=CC1)C(C)C N'-((4-fluoro-2,6-diisopropylphenyl)carbamoyl)pyridine-3-sulfonimidamide